C(C)(C)C1=NN(C2=NC(=CC(=C21)NCC2=NN(C=N2)C)C=2C(N(C=CC2)C)=O)C (3-isopropyl-1-methyl-4-(((1-methyl-1H-1,2,4-triazol-3-yl)methyl)amino)-1H-pyrazolo[3,4-b]pyridin-6-yl)-1-methylpyridin-2(1H)-one